[1,2,4]triazolo[1,5-a]pyridin-1-ium trifluoroacetate FC(C(=O)[O-])(F)F.[NH+]=1C=NN2C1C=CC=C2